2-(2,6-dioxopiperidin-3-yl)-5-iodoisoindole-1,3-dione O=C1NC(CCC1N1C(C2=CC=C(C=C2C1=O)I)=O)=O